(R)-1-[2-(Benzo[d]isoxazol-3-yl)phenyl]-2-methyl-2-(pyridine-2-yl)propane-1-amine hydrochloride Cl.O1N=C(C2=C1C=CC=C2)C2=C(C=CC=C2)[C@H](C(C)(C2=NC=CC=C2)C)N